heptatriaconta-6,9,28,31-tetraen-19-yl 4-(dimethylamino)butanoate CN(CCCC(=O)OC(CCCCCCCCC=CCC=CCCCCC)CCCCCCCCC=CCC=CCCCCC)C